C(C)N1C(N(C(C(=C1)C(=O)NC1=CC=C(C=C1)OC=1C=2N(C=CN1)C(=NN2)C)=O)C2=CC=C(C=C2)F)=O 1-ethyl-3-(4-fluorophenyl)-N-(4-((3-methyl-[1,2,4]triazolo[4,3-a]pyrazin-8-yl)oxy)phenyl)-2,4-dioxo-1,2,3,4-tetrahydropyrimidine-5-carboxamide